5-(2-fluoro-6-hydroxy-3-(3-(3,3,3-trifluoropropyl)-1H-pyrazol-5-yl)phenyl)-1,2,5-thiadiazolidin-3-one 1,1-dioxide FC1=C(C(=CC=C1C1=CC(=NN1)CCC(F)(F)F)O)N1CC(NS1(=O)=O)=O